ClC=1C=C2C(=NC1OC)C(=C(N2C)C2=NNC(=N2)[C@H](C(F)(F)F)O)N2C=NC=C2 (R)-1-(3-(6-chloro-3-(1H-imidazol-1-yl)-5-methoxy-1-methyl-1H-pyrrolo[3,2-b]-pyridin-2-yl)-1H-1,2,4-triazol-5-yl)-2,2,2-trifluoroethan-1-ol